ClC=1C=C(C=CC1F)[C@H]1N(C[C@@H](CC1)C)C(C(=O)NC=1C=C(C=NC1)C(=O)N)=O 5-[[2-[(2S,5R)-2-(3-chloro-4-fluoro-phenyl)-5-methyl-1-piperidyl]-2-oxo-acetyl]amino]pyridine-3-carboxamide